(R)-N-(2-methoxy-4-(4-(pyrrolidin-1-yl)piperidin-1-yl)phenyl)-6-(3-phenylisoxazolidine-2-yl)pyrimidin-4-amine COC1=C(C=CC(=C1)N1CCC(CC1)N1CCCC1)NC1=NC=NC(=C1)N1OCC[C@@H]1C1=CC=CC=C1